C(#N)C1=CC=C(C=C1)[C@H](C)NC(=O)[C@H]1N(C[C@@H](C1)O)C(C(C(C)C)C1=CC(=NO1)N1CCC(CC1)C(OC)OC)=O (2S,4R)-N-((S)-1-(4-Cyanophenyl)ethyl)-1-(2-(3-(4-(dimethoxymethyl)piperidin-1-yl)isoxazol-5-yl)-3-methylbutanoyl)-4-hydroxypyrrolidine-2-carboxamide